1,3a,4,5,10,11a-hexahydro-2H-benzo[b]pyrrolo[2,3-f][1,4]diazocin N1CCC2C1CNC1=C(NC2)C=CC=C1